[Mg+2].N(C1=CC=CC=C1)C=1C=CC=C2C=CC=C(C12)S(=O)(=O)[O-].N(C1=CC=CC=C1)C=1C=CC=C2C=CC=C(C12)S(=O)(=O)[O-] 8-anilino-1-naphthalenesulfonate magnesium salt